2-amino-2-(1H-imidazol-5-yl)acetic acid NC(C(=O)O)C1=CN=CN1